2-((2R,5S)-2,5-dimethylpyrrolidin-1-ylbenzo[d]oxazol-6-yl)-4-oxo-1,4-dihydropyridine-3-carboxylic acid C[C@H]1N([C@H](CC1)C)C=1OC2=C(N1)C=CC(=C2)C=2NC=CC(C2C(=O)O)=O